1-(5-(2-(dimethylamino)ethoxy)pyrazin-2-yl)-6-fluoro-4-oxo-1,4-dihydroquinoline-3-carboxylic acid ethyl ester C(C)OC(=O)C1=CN(C2=CC=C(C=C2C1=O)F)C1=NC=C(N=C1)OCCN(C)C